5-bromo-2-fluoro-N-hydroxybenzimidamide C1=CC(=C(C=C1Br)C(=NO)N)F